methyl 8-acetyl-2-ethylsulfanyl-4-oxo-chromene-6-carboxylate C(C)(=O)C=1C=C(C=C2C(C=C(OC12)SCC)=O)C(=O)OC